oxo-biotin O=C(C(O)=O)CCC[C@@H]1SC[C@@H]2NC(=O)N[C@H]12